3-(5-((4-(((3s,5s,7s)-adamantan-1-yl)amino)butyl)amino)-2-methyl-4-oxoquinazolin-3(4H)-yl)piperidine-2,6-dione C12(CC3CC(CC(C1)C3)C2)NCCCCNC2=C3C(N(C(=NC3=CC=C2)C)C2C(NC(CC2)=O)=O)=O